NC=1C=C(C=C2C=C(N=CC12)NC(=O)[C@H]1[C@@H](C1)C#N)C=1C=NN(C1C(C)C)C |r| (+/-)-trans-N-[8-amino-6-(5-isopropyl-1-methyl-pyrazol-4-yl)-3-isoquinolinyl]-2-cyano-cyclopropanecarboxamide